BrC1=CC=C(C=C1)/C=C/C(=O)OC1=C(C=C(\C=N\C(C(=O)O)C(CC)C)C=C1)OC 2-((E)-((E)-4-((E)-3-(4-bromophenyl)acryloyloxy)-3-methoxybenzylidene)amino)-3-methylpentanoic acid